8-Bromo-6-methyl-2H-benzo[d][1,3]oxazine-2,4(1H)-dione BrC1=CC(=CC2=C1NC(OC2=O)=O)C